NC1=C(C=2C(=NC=C(C2S1)F)C=1C2=C(C=3C=NC(=NC3C1F)N1C[C@H](CC1)N(CC1OCCCC1)C)COC2)C#N 2-Amino-7-fluoro-4-(5-fluoro-3-((3S)-3-(methyl((tetrahydro-2H-pyran-2-yl)methyl)amino)pyrrolidin-1-yl)-7,9-dihydrofuro[3,4-f]quinazolin-6-yl)thieno[3,2-c]pyridine-3-carbonitrile